di-tertiary butyl-phenylphosphonium tetrafluoroborate F[B-](F)(F)F.C(C)(C)(C)[PH+](C1=CC=CC=C1)C(C)(C)C